2-[1-[4-[2-(cyclobutoxy)-6-methyl-pyrimidin-4-yl]-2,6-difluoro-phenyl]-4-piperidinyl]acetic acid C1(CCC1)OC1=NC(=CC(=N1)C1=CC(=C(C(=C1)F)N1CCC(CC1)CC(=O)O)F)C